C1(CC1)N1C=C2C(NN(C(C2=CC1=O)=O)CC)=O 6-cyclopropyl-2-ethyl-2,3-dihydropyrido[3,4-d]pyridazine-1,4,7(6H)-trione